N-(2-aminoethyl)benzamide methyl-(S)-2-((4-fluorophenyl)sulfonamido)-4-oxo-4-(3-(2-(5,6,7,8-tetrahydro-1,8-naphthyridin-2-yl)ethyl)azetidin-1-yl)butanoate COC([C@H](CC(N1CC(C1)CCC1=NC=2NCCCC2C=C1)=O)NS(=O)(=O)C1=CC=C(C=C1)F)=O.NCCNC(C1=CC=CC=C1)=O